ethyl-4-benzyl-N-(2-(dimethylamino)ethyl)-2-(3,4-dimethylphenyl)-3,5-dioxo-2,3,4,5-tetrahydro-1,2,4-triazine-6-carboxamide C(C)N(C(=O)C=1C(N(C(N(N1)C1=CC(=C(C=C1)C)C)=O)CC1=CC=CC=C1)=O)CCN(C)C